N6-(cis-hydroxyisopent-2-enyl)adenosine OC(C=C(C)C)NC=1C=2N=CN([C@H]3[C@H](O)[C@H](O)[C@@H](CO)O3)C2N=CN1